5-(((2S,5S)-3-(4-Cyano-3-(trifluoromethyl)phenyl)-2-(trifluoromethyl)oxazolidin-5-yl)methoxy)picolinonitril C(#N)C1=C(C=C(C=C1)N1[C@@H](O[C@@H](C1)COC=1C=CC(=NC1)C#N)C(F)(F)F)C(F)(F)F